N1=CC(=CC=C1)CCC1=NN=C2SCC(=NN21)C2=CC=C(C=C2)C(F)(F)F 3-(2-(Pyridine-3-yl)ethyl)-6-(4-(trifluoromethyl)phenyl)-7H-[1,2,4]triazolo[3,4-b][1,3,4]thiadiazin